FC=1C=CC=2C[C@@H](C2C1)N\C(=N/O)\C=1C(=NON1)OC1CC(C1)NC(C(C)(C)O)=O N-((1R,3s)-3-((4-((Z)-N-((S)-4-fluorobicyclo[4.2.0]octa-1(6),2,4-trien-7-yl)-N'-hydroxycarbamimidoyl)-1,2,5-oxadiazol-3-yl)oxy)cyclobutyl)-2-hydroxy-2-methylpropanamide